BrC=1C=C(C(=NC1)N1CC(C1)CN(C)C)[N+](=O)[O-] 1-(1-(5-Bromo-3-nitropyridin-2-yl)azetidin-3-yl)-N,N-dimethylmethanamine